3-(2-oxopyrrolidin-1-yl)propyl 4-methylbenzenesulfonate 3-(2-oxopyrrolidin-1-yl)propyl-4-methylbenzenesulfonate O=C1N(CCC1)CCCOS(=O)(=O)C1=CC=C(C=C1)C.CC1=CC=C(C=C1)S(=O)(=O)OCCCN1C(CCC1)=O